N1(N=CN=C1)C1CN(C1)C1=NC=C(C2=CC(=NC=C12)Cl)C(C)C 1-(3-(1H-1,2,4-triazol-1-yl)azetidin-1-yl)-6-chloro-4-isopropyl-2,7-naphthyridine